ethyl 3-(pyrazin-2-yl)-4,5-dihydro-1,2-oxazole-5-carboxylate N1=C(C=NC=C1)C1=NOC(C1)C(=O)OCC